4-[2-chloro-4-[4-(cyclopropylmethoxy)-6-methyl-pyrimidin-2-yl]-6-fluoro-phenoxy]butyric acid ClC1=C(OCCCC(=O)O)C(=CC(=C1)C1=NC(=CC(=N1)OCC1CC1)C)F